tri(4-methoxyphenyl)amine COC1=CC=C(C=C1)N(C1=CC=C(C=C1)OC)C1=CC=C(C=C1)OC